FC1(C(C1)[B-](F)(F)F)F.[K+] potassium (2,2-difluorocyclopropyl)-trifluoroborate